CN([C@@H]1CN(CC1)C1=C(C=C(C=C1)NC1=NC=C(C(=N1)C1=CNC2=C(C=CC=C12)OC)C(F)(F)F)NC(C)=O)C (S)-N-(2-(3-(dimethylamino)pyrrolidin-1-yl)-5-((4-(7-methoxy-1H-indol-3-yl)-5-(trifluoromethyl)pyrimidin-2-yl)amino)phenyl)acetamide